((5-methylfuran-2-yl)methyl)benzamide CC1=CC=C(O1)CC1=C(C(=O)N)C=CC=C1